1-cyclobutyl-4-((2-(2-fluorophenyl)thiazol-5-yl)methyl)piperazine-2,3-dione C1(CCC1)N1C(C(N(CC1)CC1=CN=C(S1)C1=C(C=CC=C1)F)=O)=O